2-(3-(3-bromophenyl)-3-(4-ethyl-4H-1,2,4-triazol-3-yl)cyclobutylidene)acetonitrile BrC=1C=C(C=CC1)C1(CC(C1)=CC#N)C1=NN=CN1CC